(S)-N-(1-(5-((4,7-Dichloro-2,3-dihydro-1H-inden-2-yl)amino)pyridin-2-yl)-2,2,2-trifluoroethyl)-N-methyltetrahydro-2H-thiopyran-4-carboxamide 1,1-dioxide ClC1=C2CC(CC2=C(C=C1)Cl)NC=1C=CC(=NC1)[C@@H](C(F)(F)F)N(C(=O)C1CCS(CC1)(=O)=O)C